FC(C(=O)O)(F)F.NC1=NN2C(N=CC=C2)=C1C(=O)NC(C)C=1C=C(C=2N(C1N1CCNS(CC1)(=O)=O)N=CC2Cl)Cl 2-Amino-N-{1-[3,4-dichloro-7-(1,1-dioxido-1,2,5-thiadiazepan-5-yl)pyrazolo[1,5-a]pyridin-6-yl]ethyl}pyrazolo[1,5-a]pyrimidine-3-carboxamide trifluoroacetate